di-n-propyl allylphosphonate C(C=C)P(OCCC)(OCCC)=O